FC1=C(C=CC=C1)/C=C/B1C2CCCC1CCC2 9-[(E)-2-(2-fluorophenyl)vinyl]-9-borabicyclo[3.3.1]nonane